OC=1C=CC(=C2C=CC=NC12)S(=O)(=O)N1CCN(CC1)C(=O)OC methyl 4-[(8-hydroxy-5-quinolyl)sulfonyl]piperazine-1-carboxylate